S1C=NC2=C1C(=CC=C2)SC=2C=1N(C(=NC2)N2CCC3([C@@H]([C@@H](OC3)C)N)CC2)C=CN1 (3S,4S)-8-(8-(benzo[d]thiazol-7-ylthio)imidazo[1,2-c]pyrimidin-5-yl)-3-methyl-2-oxa-8-azaspiro[4.5]decan-4-amine